4-(5-(4,6-Difluoro-3-(methylamino)-2,3-dihydro-1H-inden-5-yl)-1H-pyrazolo[3,4-c]pyridin-3-yl)-N-methylbenzamide FC1=C2C(CCC2=CC(=C1C=1C=C2C(=CN1)NN=C2C2=CC=C(C(=O)NC)C=C2)F)NC